(S)-3-(3-(4-methylpiperazin-1-yl)phenyl)-3-((R)-1-(3-(5,6,7,8-tetrahydro-1,8-naphthyridin-2-yl)propyl)piperidine-3-carboxamido)propanoic acid CN1CCN(CC1)C=1C=C(C=CC1)[C@H](CC(=O)O)NC(=O)[C@H]1CN(CCC1)CCCC1=NC=2NCCCC2C=C1